C(C(O)C)(=O)[O-].[Zr].[NH4+] Ammonium zirconium lactate salt